BrC=1C(=NC(=NC1)NC1=C(C=C(C(=C1)C)N1CCC(CC1)N1CCNCC1)OC1CC1)NC1N(C2=CC=CC=C2C=C1)P(C)(C)=O (2-((5-bromo-2-((2-cyclopropyloxy-5-methyl-4-(4-(piperazin-1-yl)piperidin-1-yl)phenyl)amino)pyrimidin-4-yl)amino)quinolin-1-yl)dimethylphosphine oxide